2-(3-([1,1'-biphenyl]-4-yl)piperidin-1-yl)pyridine C1(=CC=C(C=C1)C1CN(CCC1)C1=NC=CC=C1)C1=CC=CC=C1